COC1=C(C(=CC=C1)OC)CN1N=C(C=C1C1=CC(=CC=C1)OCC(C)C)CO (1-[(2,6-dimethoxyphenyl)methyl]-5-[3-(2-methyl-propoxy)phenyl]-1H-pyrazol-3-yl)methanol